FC1=C(C(=C(C=C1OC)OC)F)N1C(NC2=C(C1)C=NC1=C2C=C(N1S(=O)(=O)C1=CC=CC=C1)CN1CCOCC1)=O 3-(2,6-difluoro-3,5-dimethoxyphenyl)-8-(morpholinomethyl)-7-(phenylsulfonyl)-1,3,4,7-tetrahydro-2H-pyrrolo[3',2':5,6]pyrido[4,3-d]pyrimidin-2-one